C(CC)OC1=C(C=CC(=C1)N)C1=C(C(=C(N)C=C1)C)OCCC 2,2'-dipropoxy-3'-methylbenzidine